CNC=1C=C(C=2C=CC3=C(C=C(C=4C=CC1C2C43)S(=O)(=O)N(C)CCO)S(=O)(=O)N(C)CCO)S(=O)(=O)N(C)CCO 8-methylamino-N,N',N''-tris(2-hydroxyethyl)-N,N',N''-trimethylpyrene-1,3,6-trisulfonamide